6α,9α-Difluoro-17α-[(2-furanylcarbonyl)oxy]-11β-hydroxy-16α-methyl-3-oxo-androsta-1,4-dien F[C@H]1C[C@H]2[C@@H]3C[C@H]([C@H]([C@@]3(C)C[C@@H]([C@@]2([C@]2(C=CC(C=C12)=O)C)F)O)OC(=O)C=1OC=CC1)C